FC(OC1=CC=C(C=C1)C=O)(F)F (4-(trifluoromethoxy)phenyl)methanone